C(CCCCCCCCCCC)(=O)O.C(CCCCCCCCC)(=O)N.C(CCCCCCCCC)(=O)N didecanamide dodecanoate